1-(8Z,11Z,14Z-eicosatrienoyl)-glycero-3-phosphocholine CCCCC/C=C\C/C=C\C/C=C\CCCCCCC(=O)OC[C@H](COP(=O)([O-])OCC[N+](C)(C)C)O